Cl.NCCC(=O)NCC(CNC(C1=C(C=C(C=C1)NC=1C=2N(C=CN1)C(=CN2)C2=C(C(=C(C=C2)OC)F)F)CC)=O)O N-[3-(3-aminopropanoylamino)-2-hydroxy-propyl]-4-[[3-(2,3-difluoro-4-methoxy-phenyl)imidazo[1,2-a]pyrazin-8-yl]amino]-2-ethylbenzamide hydrochloride